5-(4-isopropoxy-pyridin-2-yl)-N-(5-isopropyl-pyridin-2-yl)-1,3,4-thiadiazol-2-amine C(C)(C)OC1=CC(=NC=C1)C1=NN=C(S1)NC1=NC=C(C=C1)C(C)C